C(C)=C1C2CC3(CC(CC1C3)(C2)C(=O)O)C2=CC=CC=C2 6-ethylidene-3-phenyladamantane-1-carboxylic acid